N=1N=CN2C1C1=CC=CC(=C1C=C2)C(C#C)C2(CC1=C(N=CN=C1NCC(C)(C)C)C(=N2)Cl)N 6-(1-([1,2,4]triazolo[3,4-a]isoquinolin-7-yl)prop-2-yn-1-yl)-8-chloro-N4-neopentylpyrido[3,4-d]pyrimidine-4,6-diamine